Rac-4-(2-((3aR,4R,6aR)-4-methyloctahydropyrrolo[3,4-b]pyrrole-1-carbonyl)oxazol-5-yl)pyridinecarbonitrile C[C@H]1NC[C@@H]2N(CC[C@@H]21)C(=O)C=2OC(=CN2)C2=CC(=NC=C2)C#N |r|